CC1(C(C=NC=C1)NCC=1C=C2N=CC=NC2=CC1)NC1CNCC1 4-methyl-N4-(pyrrolidin-3-yl)-N3-(quinoxalin-6-ylmethyl)pyridine-3,4-diamine